ClC=1C=C(C=CC1C(=O)N[C@H]1[C@H]2CC[C@@H](C1)N2C#N)C2=CC(=CC(=C2)F)C2(CC2)C#N 3-chloro-N-((1R,2R,4S)-7-cyano-7-azabicyclo[2.2.1]heptan-2-yl)-3'-(1-cyanocyclopropyl)-5'-fluoro[biphenyl]-4-carboxamide